ClC1=C(NC2=CC=C(C(=C12)Cl)F)C(=O)N1CCN(CC1)C(=O)OC methyl 4-(3,4-dichloro-5-fluoro-1H-indole-2-carbonyl)piperazine-1-carboxylate